((E)-(1-(2-chlorophenyl)-9-(4-fluorobenzyl)-β-carbolin-3-yl)methylenehydrazono)-2,3-dihydrothiazole ClC1=C(C=CC=C1)C1=NC(=CC=2C3=CC=CC=C3N(C12)CC1=CC=C(C=C1)F)\C=N\N=C1SC=CN1